O=C1C(C(C2=CC(=CC=C12)C(=O)C=1C=C2C(C(C(C2=CC1)=O)C(=O)[C@H]1NCCC1)=O)=O)C(=O)[C@H]1NCCC1 5-{1,3-dioxo-2-[(2S)-pyrrolidine-2-carbonyl]-2,3-dihydro-1H-indene-5-carbonyl}-2-[(2S)-pyrrolidine-2-carbonyl]-2,3-dihydro-1H-indene-1,3-dione